9-(4-(4-(dimethylamino)piperidin-1-yl)-3-(trifluoromethyl)phenyl)-1-isopropyl-3-methylpyrazolo[1,5-c]quinazolin-2(3H)-one CN(C1CCN(CC1)C1=C(C=C(C=C1)C1=CC=2C=3N(C=NC2C=C1)N(C(C3C(C)C)=O)C)C(F)(F)F)C